[Ga].CC(C(C(C(C)(C)C)=O)=O)CCC tetramethyl-heptanedione gallium